7-(5-methanesulfonyl-2-methoxyphenyl)-N-[2-methoxy-4-(piperidin-4-yl)phenyl]thieno[3,2-d]pyrimidin-2-amine CS(=O)(=O)C=1C=CC(=C(C1)C1=CSC2=C1N=C(N=C2)NC2=C(C=C(C=C2)C2CCNCC2)OC)OC